(E)-1-(furan-2-yl)-3-(p-tolylamino)prop-2-en-1-one O1C(=CC=C1)C(\C=C\NC1=CC=C(C=C1)C)=O